N1(CCCCC1)CCC1=CC=C(C=C)C=C1 4-[2-(1-piperidinyl)ethyl]Styrene